O1C(CCC1)C1=NN=C(O1)C1=C(NC2=CC=C(C=C2)C(F)(F)F)C=CC=C1 2-(5-(tetrahydrofuran-2-yl)-1,3,4-oxadiazol-2-yl)-N-(4-(trifluoromethyl)phenyl)aniline